(S)-3-Hydroxy-1-methyl-3-(2-(6-(2-((1-methyl-1H-pyrazol-3-yl)amino)pyrimidin-4-yl)pyridin-2-yl)thiazol-4-yl)pyrrolidin-2-one O[C@]1(C(N(CC1)C)=O)C=1N=C(SC1)C1=NC(=CC=C1)C1=NC(=NC=C1)NC1=NN(C=C1)C